Cl.NC1=NC(=NC2=CC(=C(C=C12)OC)OC)N1CCN(CC1)C(=O)C1OCCC1 1-(4-amino-6,7-dimethoxy-2-quinazolinyl)-4-[(tetrahydrofuranyl)carbonyl]piperazine hydrochloride